C(#N)C1=CC=2C=CC(=NC2N(C1=O)C1CCCC1)NC=1C=C2CCN(CC2=CC1)C(=O)OC(C)(C)C tert-butyl 6-((6-cyano-8-cyclopentyl-7-oxo-7,8-dihydro-1,8-naphthyridin-2-yl)amino)-3,4-dihydroisoquinoline-2(1H)-carboxylate